FC1=CC=C(C=C1)N1N=CC2=C1C=C1CCN(C[C@]1(C2)[C@@H](O)C=2OC=CC2)S(=O)(=O)C2=CC=C(C=C2)C(F)(F)F |&1:20| (R)-(1-(4-fluorophenyl)-6-((4-(trifluoromethyl)phenyl)sulfonyl)-4,4a,5,6,7,8-hexahydro-1H-pyrazolo[3,4-g]isoquinolin-4a-yl)(furan-2-yl)-(R/S)-methanol